CN1N=CC2=CC=C(C(=C12)C1=C(C(=NC=2[C@H]3[C@@H](CCC12)C3)N3[C@H](C1(CN(C1)C(C=C)=O)CC3)CO)C#N)C (6aS,7aR)-4-(1,6-dimethyl-1H-indazol-7-yl)-2-((5R)-5-(hydroxymethyl)-2-(2-propenoyl)-2,6-diazaspiro[3.4]octan-6-yl)-6,6a,7,7a-tetrahydro-5H-cyclopropa[h]quinoline-3-carbonitrile